C1(=CC=CC=C1)C=1NC(C2=CC(=CC=C2C1C1=CC=CC=C1)C1=CC=CC=C1)=O 3,4,7-triphenylisoquinolin-1(2H)-one